3,3'-bis(fluorodinitromethyl-ONN-azoxy)azoxyfurazan FC([N+]([O-])=NC1(NON=C1)[N+]([O-])=NC1(NON=C1)N=[N+]([O-])C([N+](=O)[O-])([N+](=O)[O-])F)([N+](=O)[O-])[N+](=O)[O-]